NC1=NC(=NN1CC1=CC=C(C=C1)C=C)C1=CC=CC=C1 5-amino-3-phenyl-1-(4-vinylbenzyl)-1H-1,2,4-triazole